3-[4-(4-{5-[(tert-butyldimethylsilyl)oxy]-1-(oxan-2-yl)-1H-indazol-3-yl}-1H-pyrazol-1-yl)butoxy]propyl methanesulfonate CS(=O)(=O)OCCCOCCCCN1N=CC(=C1)C1=NN(C2=CC=C(C=C12)O[Si](C)(C)C(C)(C)C)C1OCCCC1